[Cl-].C(C=C)(=O)NCCC[N+](C)(C)C (3-acrylamido-propyl)-trimethylammonium chloride